COCC=1N=CC(=NC1)C(C(=O)O)(C)C 2-(5-(methoxymethyl)pyrazin-2-yl)-2-methylpropanoic acid